methyl-2-azido-3-(4-bromo-2-chlorophenyl)acrylate COC(C(=CC1=C(C=C(C=C1)Br)Cl)N=[N+]=[N-])=O